2,5-dimethyl-3-hexyl methacrylate C(C(=C)C)(=O)OC(C(C)C)CC(C)C